COC(CCC=1C=C(C=CC1)C=1C2=C(SC1C(=O)O)C=CC=C2)=O 3-(3-(3-methoxy-3-oxopropyl)phenyl)benzo[b]thiophene-2-carboxylic acid